(E)-N-phenyl-3-(p-tolyl)-N-thiazol-2-yl-prop-2-enamide C1(=CC=CC=C1)N(C(\C=C\C1=CC=C(C=C1)C)=O)C=1SC=CN1